ClC1=C(C(=CC=C1)Cl)N1N=C(C(=C1)NC=1C=NC(=CC1)C1=NN=C2N1C(=NC=C2)C)C(=O)N 1-(2,6-dichlorophenyl)-4-((6-(5-methyl-[1,2,4]triazolo[4,3-c]pyrimidin-3-yl)pyridin-3-yl)amino)-1H-pyrazole-3-carboxamide